CC(C(=O)N=S(=O)(C)C1=CC=C(C(=O)NC2=C(C=CC(=C2)C=2SC=CC2)NC(OC(C)(C)C)=O)C=C1)(C)C tert-butyl N-[2-[[4-[N-(2,2-dimethylpropanoyl)-S-methyl-sulfonimidoyl]benzoyl]amino]-4-(2-thienyl)phenyl]carbamate